BrC=1C(=C(OCCCN2C[C@@H](N(CC2)CC(=O)OCC)C(F)(F)F)C=CC1)C (R)-ethyl 2-(4-(3-(3-bromo-2-methylphenoxy)propyl)-2-(trifluoromethyl)piperazin-1-yl)acetate